C(C(=C)C)(=O)[Si](OCC)(OCC)C methacryloylmethyldiethoxysilane